C(C)(=O)N1CC2=C(C=C(C=C2C1=O)C=O)C(F)(F)F 2-acetyl-3-oxo-7-(trifluoromethyl)-2,3-dihydro-1H-isoindole-5-carbaldehyde